(9H-fluoren-9-yl)methyl (5-((S)-2-((S)-2-(2-azidoacetamido)-3-methylbutanamido)-5-ureidopentanamido)-2-(chloromethyl)benzyl)(methyl)carbamate N(=[N+]=[N-])CC(=O)N[C@H](C(=O)N[C@H](C(=O)NC=1C=CC(=C(CN(C(OCC2C3=CC=CC=C3C=3C=CC=CC23)=O)C)C1)CCl)CCCNC(=O)N)C(C)C